tert-butyl ((1-((3-amino-4-methoxy benzo[d]isoxazol-6-yl)methyl)-1H-pyrazol-3-yl)methyl)carbamate NC1=NOC2=C1C(=CC(=C2)CN2N=C(C=C2)CNC(OC(C)(C)C)=O)OC